ClC=1C(=C(C=C(C1)F)[C@H](C)N1C(C(CCC1)O)=O)CCl 1-((s)-1-(3-chloro-2-(chloromethyl)-5-fluorophenyl)ethyl)-3-hydroxypiperidin-2-one